C12CNCC(N1C1=C3C(N(C(C3=C(C=C1F)F)=O)C1C(NC(CC1)=O)=O)=O)C2 4-(3,6-diazabicyclo[3.1.1]heptan-6-yl)-2-(2,6-dioxopiperidin-3-yl)-5,7-difluoroisoindoline-1,3-dione